C(#N)C1=CC=C(C=C1)C1=C(C(=NC(=N1)C1=CN(C2=NC=C(C=C21)F)S(=O)(=O)C2=CC=C(C)C=C2)NC2C(C1CCC2CC1)C(=O)OC)F (+/-)-trans-methyl 3-((6-(4-cyanophenyl)-5-fluoro-2-(5-fluoro-1-tosyl-1H-pyrrolo[2,3-b]pyridin-3-yl)pyrimidin-4-yl)amino)bicyclo[2.2.2]octane-2-carboxylate